1-[(4R)-4-[2-amino-6-(1-methylpyrazol-4-yl)pyrazolo[1,5-a]pyrazin-4-yl]oxyazepan-1-yl]prop-2-en-1-one NC1=NN2C(C(=NC(=C2)C=2C=NN(C2)C)O[C@H]2CCN(CCC2)C(C=C)=O)=C1